CC1=CC=C(C=C1)CN1C(CCC1=O)CC(=O)OCCOC1=CC=C(C=C1)NC(C)=O 2-[4-(acetylamino)phenoxy]ethyl 2-[1-[(4-methylphenyl)methyl]-5-oxopyrrolidin-2-yl]acetat